ClCC(C)(C)P(C(C)(C)C)C(C)(C)C chloro[(tri-tert-butyl)phosphine]